CN1N=C(C2=C1SC(=C2)C(=O)N[C@H]2C[C@H](CCC2)NC2=CC(=NC1=CC=CC=C21)C(F)(F)F)C 1,3-dimethyl-N-[(1r,3s)-3-{[2-(trifluoromethyl)quinolin-4-yl]amino}cyclohexyl]-1H-thieno[2,3-c]pyrazole-5-carboxamide